CN1CCC[C@@H]2[C@H]1CCN1C2=NC2=CC=C(C=C2C1=O)C#N |r| (±)-(4aR,13bR)-4-methyl-8-oxo-2,3,4,4a,5,6,8,13b-octahydro-1H-[1,6]naphthyridino[5,6-b]quinazoline-10-carbonitrile